OC=1C=C(C=CC1C(=O)O)C1=CC(=C(C=C1)C(=O)O)O 3,3'-dihydroxy-4,4'-biphenyl-dicarboxylic acid